CC1(CCC1)CC(=O)NC(C(=O)O)CCN(CCCCC1=NC=2NCCCC2C=C1)CCOC1=CC=CC=C1 2-[[2-(1-methylcyclobutyl)acetyl]amino]-4-[2-phenoxyethyl-[4-(5,6,7,8-tetrahydro-1,8-naphthyridin-2-yl)butyl]amino]butanoic acid